di(pyridin-2-yl) thiocarbonate C(OC1=NC=CC=C1)(OC1=NC=CC=C1)=S